CN(C)CC1=CC(=NC=N1)NC1=CC(=C(C=N1)C(CC)=O)NC1=C(C(=CC=C1)C1=NN(C=N1)C)OC 1-(6-((6-((dimethylamino)methyl)pyrimidin-4-yl)amino)-4-((2-methoxy-3-(1-methyl-1H-1,2,4-triazol-3-yl)phenyl)amino)pyridin-3-yl)propan-1-one